7-((4-(2-methyl-6-(methylcarbamoyl)pyridin-3-yl)piperazin-1-yl)methyl)-3,5-dihydro-4H-pyrrolo[2,3-c]quinolin-4-one CC1=NC(=CC=C1N1CCN(CC1)CC=1C=CC=2C3=C(C(NC2C1)=O)NC=C3)C(NC)=O